5-(2,3-dimethyl-3H-imidazo[4,5-b]pyridin-5-yl)-N-(trans-4-(2-methoxyethoxy)cyclohexyl)pyrrolo[2,1-f][1,2,4]triazin-2-amine CC1=NC=2C(=NC(=CC2)C=2C=CN3N=C(N=CC32)N[C@@H]3CC[C@H](CC3)OCCOC)N1C